CC1(C(C1)C)CC=1C(=NC=CC1)OB(O)O (3-((1,2-dimethylcyclopropyl)methyl)pyridin-2-yl)boric acid